3-((3-(2-((3-aminocyclobutyl)methoxy)-5-chloro-3-methylphenyl)-2-methyl-2H-thieno[3,2-c]pyrazol-5-yl)methyl)-6,6-dimethyl-3-azabicyclo[3.1.0]hexane-2,4-dione NC1CC(C1)COC1=C(C=C(C=C1C)Cl)C1=C2C(=NN1C)C=C(S2)CN2C(C1C(C1C2=O)(C)C)=O